BrCC(=O)C1=CC=2C(CCC(C2C=C1CC)(C)C)(C)C 2-bromo-1-(3-ethyl-5,5,8,8-tetramethyl-5,6,7,8-tetrahydronaphthalen-2-yl)ethan-1-one